1-((4-hydroxypyrimidin-2-yl)methyl)-4-(1-(4-(trifluoromethyl)phenyl)-1H-pyrazolo[3,4-b]pyridin-3-yl)pyridin-2(1H)-one OC1=NC(=NC=C1)CN1C(C=C(C=C1)C1=NN(C2=NC=CC=C21)C2=CC=C(C=C2)C(F)(F)F)=O